O[C@@H]1C[C@H](NC1)C(=O)OCCCCCCC(C(OCCCC(CCCCC)CCCCC)=O)(C)C [7,7-dimethyl-8-oxo-8-(4-pentylnonoxy)octyl] (2S,4R)-4-hydroxypyrrolidine-2-carboxylate